BrC=1C=C(C=CC1F)N(C(CC(=O)O)=C=O)C1=C(C=CC=C1C)C 3-((3-Bromo-4-fluorophenyl)(2,6-dimethylphenyl)amino)-3-carbonylpropionic acid